C(C)(C)(C)OC(=O)N1C[C@H](C(CC1)(F)F)NC=1C2=C(N=CN1)C(=CC(=N2)Cl)C(N)=O (3R)-3-([8-carbamoyl-6-chloropyrido[3,2-d]pyrimidin-4-yl]amino)-4,4-difluoropiperidine-1-carboxylic acid tert-butyl ester